O[C@@H]1NC(C2=CC=CC=C12)=O (1S)-1-hydroxy-3-oxo-2H-isoindol